FC(C(C(C(C(F)(F)F)(F)F)(F)F)(F)F)(C1(C2=CC=CC=C2C=2C=CC=CC12)C(C(C(C(C(F)(F)F)(F)F)(F)F)(F)F)(F)F)F 9,9-di(perfluoropentyl)-fluorene